CC=1C=C(C(=O)OC)C=CC1C(N[C@H](C)C1=CC(=NC2=CC=CC=C12)C=1C=NN(C1)C)=O methyl (R)-3-methyl-4-((1-(2-(1-methyl-1H-pyrazol-4-yl)quinolin-4-yl)ethyl)carbamoyl)benzoate